(S)-N'-(((2R,5R)-2-fluoro-5-methyl-1,2,3,5,6,7-hexahydro-s-indacen-4-yl)carbamoyl)-6,7-dihydro-5H-pyrazolo[5,1-b][1,3]oxazine-3-sulfonimidamide F[C@@H]1CC2=CC=3CC[C@H](C3C(=C2C1)NC(=O)N=[S@@](=O)(N)C=1C=NN2C1OCCC2)C